2-(3,4-difluorophenyl)-2-hydroxyacetamide FC=1C=C(C=CC1F)C(C(=O)N)O